OCTADIEN C=CC=CCCCC